Benzyl 4'-hydroxy-[1,1'-biphenyl]-3-carboxylate OC1=CC=C(C=C1)C1=CC(=CC=C1)C(=O)OCC1=CC=CC=C1